[2-ethyl-4-[[3-[1-prop-2-ynyl-3-(trifluoromethyl)pyrazol-4-yl]imidazo[1,2-a]pyrazin-8-yl]amino]phenyl]-[4-(piperidine-4-carbonyl)piperazin-1-yl]methanone C(C)C1=C(C=CC(=C1)NC=1C=2N(C=CN1)C(=CN2)C=2C(=NN(C2)CC#C)C(F)(F)F)C(=O)N2CCN(CC2)C(=O)C2CCNCC2